5-(5-(3,5-dichloro-4-fluorophenyl)-5-(trifluoromethyl)-4,5-dihydroisoxazol-3-yl)-N'-(3,5-difluorobenzoyl)-3-methyl-5,6-dihydro-4H-thieno[2,3-c]pyrrole-2-carbohydrazide ClC=1C=C(C=C(C1F)Cl)C1(CC(=NO1)N1CC2=C(C1)C(=C(S2)C(=O)NNC(C2=CC(=CC(=C2)F)F)=O)C)C(F)(F)F